CC1(C(C(=CC2(CN(CCO2)C2=CC=CC=C2)C1)C#N)=O)C 10,10-dimethyl-9-oxo-4-phenyl-1-oxa-4-azaspiro[5.5]undec-7-ene-8-carbonitrile